(S)-2-(N-((2'-(1H-tetrazol-5-yl)-[1,1'-biphenyl]-4-yl)methyl)pentanamido)-3-amino-3-methylbutanoic acid N1N=NN=C1C1=C(C=CC=C1)C1=CC=C(C=C1)CN(C(CCCC)=O)[C@H](C(=O)O)C(C)(C)N